6,9,13,16-tetraazahenicosane CCCCCNCCNCCCNCCNCCCCC